tert-Butyl N-[(1R)-1-[(4-bromo-2-fluoro-5-methyl-phenyl)carbamoyl]-3-methyl-butyl]carbamate BrC1=CC(=C(C=C1C)NC(=O)[C@@H](CC(C)C)NC(OC(C)(C)C)=O)F